C[C@H]1CN(C[C@H](N1)C)C1=CC=C(C2=C1OCO2)C(=O)NC=2C=C(C=1N(C2)C=C(N1)C)F 7-[(3S,5R)-3,5-dimethylpiperazin-1-yl]-N-(8-fluoro-2-methyl-imidazo[1,2-a]pyridin-6-yl)-1,3-benzodioxole-4-carboxamide